5-(5-(1-(5-(aminomethyl)-2-methylbenzamido)ethyl)-3'-chloro-[1,1'-biphenyl]-3-yl)-1H-pyrrole-3-carboxylate NCC=1C=CC(=C(C(=O)NC(C)C=2C=C(C=C(C2)C2=CC(=CC=C2)Cl)C2=CC(=CN2)C(=O)[O-])C1)C